ClC=1C=C(C(=O)NC2=C(C3=C(S2)CCCC3)C(=O)NCCC3=C(C=CC=C3)OC)C=CC1O 2-(3-chloro-4-hydroxybenzoamido)-N-(2-methoxyphenylethyl)-4,5,6,7-tetrahydrobenzo[b]thiophene-3-carboxamide